[4-[(3R,4R)-3-amino-4-methyl-pyrrolidin-1-yl]-1-cyclopropyl-indazol-5-yl]-1-(2,6-difluorophenyl)-6-oxo-pyridazine-3-carboxamide N[C@H]1CN(C[C@H]1C)C1=C2C=NN(C2=CC=C1C=1C(=NN(C(C1)=O)C1=C(C=CC=C1F)F)C(=O)N)C1CC1